CN(C(C1=CC=C(C=C1)C=1N=C2SC(=NN2C1)OC(C)C1CCN(CC1)C1=NC=C(C=N1)CCC)=O)C N,N-dimethyl-4-(2-(1-(1-(5-propylpyrimidin-2-yl)piperidin-4-yl)ethoxy)imidazo[2,1-b][1,3,4]thiadiazol-6-yl)benzamid